P(O)(O)=O.P(O)(O)=O.C=C.C=C.C=C.C=C tetraethylene bisphosphonate